NC=1N=CC(=NC1OC)C=1C=C(C=C(C1)Cl)[C@@H]1COCCN1C(C=C)=O (R)-1-(3-(3-(5-amino-6-methoxypyrazin-2-yl)-5-chlorophenyl)morpholino)prop-2-en-1-one